(2S,4S)-N2-(3-chloro-4-fluorophenyl)-N2-isopropyl-N4-(1-methyl-1H-pyrazol-3-yl)-1-(6-methyl-4-(trifluoromethyl)pyridin-2-yl)pyrrolidine-2,4-dicarboxamide ClC=1C=C(C=CC1F)N(C(=O)[C@H]1N(C[C@H](C1)C(=O)NC1=NN(C=C1)C)C1=NC(=CC(=C1)C(F)(F)F)C)C(C)C